N1C=CC2=CC=C(C=C12)CNC1=CN=C2C(=N1)N=C(C=C2)N2CCC(CC2)CO (1-{3-[(1H-indol-6-ylmethyl)amino]pyrido[2,3-b]pyrazin-6-yl}piperidin-4-yl)methanol